4-chloro-1-(3-((4-methylpiperazin-1-yl)methyl)benzyl)-1H-imidazo[4,5-c]quinoline ClC1=NC=2C=CC=CC2C2=C1N=CN2CC2=CC(=CC=C2)CN2CCN(CC2)C